FC=1C(=C(C=C2CCN(CC12)CCCCOC)O)N1CC(NS1(=O)=O)=O 5-[8-fluoro-6-hydroxy-2-(4-methoxybutyl)-1,2,3,4-tetrahydroisoquinolin-7-yl]-1λ6,2,5-thiadiazolidine-1,1,3-trione